ClC1=CC=C(C=C1)C1=C(C=CC=C1)CN1CCC(CC1)CC=1C=C2CN(C(C2=CC1)=O)C1C(NC(CC1)=O)=O 3-(5-((1-((4'-chloro-[1,1'-biphenyl]-2-yl)methyl)piperidin-4-yl)methyl)-1-oxoisoindolin-2-yl)piperidine-2,6-dione